C1(=CC=CC=C1)P(CCP(C1=CC=CC=C1)CCP(C1=CC=CC=C1)C1=CC=CC=C1)C1=CC=CC=C1 bis(2-diphenylphosphinoethyl)phenylphosphine